F[C@@]1(C=2C=CC=NC2[C@H](CC1)O)C(=O)OC (5S,8S)-methyl 5-fluoro-8-hydroxy-5,6,7,8-tetrahydroquinoline-5-carboxylate